methyl 3-(4-(7-(difluoromethyl)-3-methyldibenzo[b,f][1,4]oxazepin-11-yl)piperazin-1-yl)-2,2-dimethylpropanoate FC(C=1C=CC2=C(OC3=C(C(=N2)N2CCN(CC2)CC(C(=O)OC)(C)C)C=CC(=C3)C)C1)F